C[N+]1(CCCCC1)CCCS(=O)(=O)[O-].CN1C(CCCC1)CCCS(=O)(=O)O 3-(1-methylpiperidinyl)-1-propanesulfonic acid (3-(1-methylpiperidinio)-1-propanesulfonate)